C1(CCC(CC1)[N+]1(CCCCC1)C)[N+]1(CCCCC1)C 1,1'-(1,4-cyclohexanediyl)bis(1-methylpiperidinium)